(R)-N-(5-formyl-2,3-dihydro-1H-inden-1-yl)-6-methylimidazo[1,2-a]pyridine-3-carboxamide C(=O)C=1C=C2CC[C@H](C2=CC1)NC(=O)C1=CN=C2N1C=C(C=C2)C